BrC1=NC(=CC(=C1)N1CC(CCC1)CNS(=O)(=O)C)NC N-[[1-[2-bromo-6-(methylamino)-4-pyridinyl]-3-piperidinyl]methyl]methanesulfonamide